ClC1=CC=C2C(=N1)N=C(O2)N2CCN(CC2)C(=O)C=2C=NC(=C(C2)C)OCC2CC2 [4-(5-chlorooxazolo[4,5-b]pyridin-2-yl)piperazin-1-yl]-[6-(cyclopropylmethoxy)-5-methyl-3-pyridyl]methanone